tert-butyl (endo)-5-(7-bromo-4-chloro-2-ethyl-6-fluoro-8-iodo-1H-imidazo[4,5-c]quinolin-1-yl)-2-azabicyclo[2.1.1]hexane-2-carboxylate BrC=1C(=CC=2C3=C(C(=NC2C1F)Cl)N=C(N3C3C1CN(C3C1)C(=O)OC(C)(C)C)CC)I